CC=1C=C(NN1)NC1(CCC1)C#N 1-(5-methyl-2H-pyrazol-3-ylamino)-cyclobutanecarbonitrile